methyl 4-amino-3,6-dichloro-5-fluoropicolinate NC1=C(C(=NC(=C1F)Cl)C(=O)OC)Cl